C(CCCCCCC\C=C/C\C=C/CCCCC)(=O)OCC(CCCCC(=O)OC(CCCC)CCCC)COC(=O)OCCCN(C)CC 2-((((3-(ethyl(methyl)amino)propoxy)carbonyl)oxy)methyl)-7-(nonan-5-yloxy)-7-oxoheptyl (9Z,12Z)-octadeca-9,12-dienoate